C(C)(C)(C1=CC=CC=C1)NC1=CC=C(C=C1)NC1=CC=CC=C1 N-cumyl-N'-phenyl-p-phenylenediamine